cyclopropyl(4-methyl-5-(4,4,5,5-tetramethyl-1,3,2-dioxaborolan-2-yl)pyridin-2-yl)methanone C1(CC1)C(=O)C1=NC=C(C(=C1)C)B1OC(C(O1)(C)C)(C)C